3-(2-{5-[(1R,4R,7R)-7-amino-2-azabicyclo[2.2.1]heptane-2-carbonyl]-7-methoxy-1-methyl-1H-1,3-benzodiazol-2-yl}-1-(cyclopropylmethyl)-1H-indol-7-yl)piperidine-1-carboxamide N[C@H]1[C@@H]2N(C[C@H]1CC2)C(=O)C2=CC1=C(N(C(=N1)C=1N(C3=C(C=CC=C3C1)C1CN(CCC1)C(=O)N)CC1CC1)C)C(=C2)OC